C(C#CCCCCC)(=O)N octynamide